N-([1,1':2',1''-terphenyl]-4-yl)-N-(4-(phenanthren-2-yl)phenyl)-9,9-diphenyl-9H-fluoren-2-amine C1(=CC=C(C=C1)N(C1=CC=2C(C3=CC=CC=C3C2C=C1)(C1=CC=CC=C1)C1=CC=CC=C1)C1=CC=C(C=C1)C1=CC=2C=CC3=CC=CC=C3C2C=C1)C=1C(=CC=CC1)C1=CC=CC=C1